FC(C1=NC(=CC(=C1)NC1CCC(CC1)NC(=O)C1=NC2=C(N1)C=CC=C2)C(F)(F)F)(F)F N-[(1s,4s)-4-{[2,6-bis(trifluoromethyl)pyridin-4-yl]amino}cyclohexyl]-1H-1,3-benzodiazole-2-carboxamide